FC1=CC(=C(C(=O)NC2=C(C=C(C(=C2)C=2CCN(CC2)C2=NC=C(C=N2)CN2CCNCC2)F)N2C[C@H](N([C@H](C2)C)C)C)C=C1)C(F)(F)F 4-fluoro-N-(4-fluoro-5-(1-(5-(piperazin-1-ylmethyl)pyrimidin-2-yl)-1,2,3,6-tetrahydropyridin-4-yl)-2-((3R,5S)-3,4,5-trimethylpiperazin-1-yl)phenyl)-2-(trifluoromethyl)benzamide